(6-chloro-5-fluoropyridin-3-yl)boric acid ClC1=C(C=C(C=N1)OB(O)O)F